[Si](C)(C)(C(C)(C)C)O[C@@H]1CC(N(C1)CC)=O (R)-4-((tert-butyldimethylsilyl)oxy)-1-ethylpyrrolidin-2-one